ClC1=CC=C(OC=2C=NNC2C2=C(C=C(C=C2)F)F)C=C1 4-(4-Chlorophenoxy)-5-(2,4-difluorophenyl)-1H-pyrazol